tert-butyl[(1-{4-chloro-2-[(1S,2S,6R,8S)-2,9,9-trimethyl-3,5-dioxa-4-boratricyclo[6.1.1.02,6]decan-4-yl]phenyl}-3-methylbutan-2-yl)oxy]dimethylsilane C(C)(C)(C)[Si](C)(C)OC(CC1=C(C=C(C=C1)Cl)B1O[C@]2([C@@H]3C([C@H](C[C@H]2O1)C3)(C)C)C)C(C)C